6-methoxy-1-(piperidin-4-yl)-1H-benzo[d]imidazol-2(3H)-one COC=1C=CC2=C(N(C(N2)=O)C2CCNCC2)C1